tert-butyl (4-chloro-3-nitropyridin-2-yl)carbamate ClC1=C(C(=NC=C1)NC(OC(C)(C)C)=O)[N+](=O)[O-]